BrC1=NC(=C(C(=O)NC=2C=C3C(=C(N2)N2CCC(CC2)(F)F)OC=C3)C=C1)N1CCC(CC1)=C(F)F 6-Bromo-2-(4-(difluoromethylene)piperidin-1-yl)-N-(7-(4,4-difluoropiperidin-1-yl)furo[2,3-c]pyridin-5-yl)nicotinamide